1-((2R,3S,4R)-3-fluoro-5,5-bis(hydroxymethyl)-4-((4-methoxyphenyl)diphenylmethoxy)tetrahydrofuran-2-yl)pyrimidine-2,4(1H,3H)-dione F[C@@H]1[C@@H](OC([C@H]1OC(C1=CC=CC=C1)(C1=CC=CC=C1)C1=CC=C(C=C1)OC)(CO)CO)N1C(NC(C=C1)=O)=O